1-(4-Chlorobenzyl)piperidin-3-yl-2-methyl-3-(pyrimidin-5-yl)pyrazolo[1,5-a]pyrimidine ClC1=CC=C(CN2CC(CCC2)C2=NC=3N(C=C2)N=C(C3C=3C=NC=NC3)C)C=C1